Cl.CN1N=C2C(=CC(=CC2=C1)C1=CC2=C(N=C(S2)C2CCNCC2)C=C1)C#N 2-methyl-5-[2-(piperidin-4-yl)-1,3-benzothiazol-6-yl]-2H-indazole-7-carbonitrile hydrochloride